O=C1N(CCC(N1)=O)C=1C=CC(=NC1)CN1CCN(CC1)C1CCN(CC1)C1=CC=C2CN(C(C2=C1)=O)C(C(=O)NC=1SC=CN1)C1=C(C=CC(=C1)F)O 2-(6-(4-(4-((5-(2,4-dioxotetrahydropyrimidin-1(2H)-yl)pyridin-2-yl)methyl)piperazin-1-yl)piperidin-1-yl)-1-oxoisoindolin-2-yl)-2-(5-fluoro-2-hydroxyphenyl)-N-(thiazol-2-yl)acetamide